6-bromo-7-fluoro-2-[(4S)-4-[[1-[(4-methoxyphenyl)methyl]-6-oxo-5-(trifluoromethyl)pyridazin-4-yl]amino]-2-oxo-pentyl]isoquinolin-1-one BrC=1C=C2C=CN(C(C2=CC1F)=O)CC(C[C@H](C)NC=1C=NN(C(C1C(F)(F)F)=O)CC1=CC=C(C=C1)OC)=O